(trans-4-(1-methyl-1H-pyrazol-4-yl)pyrrolidin-3-yl)carbamic acid tert-butyl ester C(C)(C)(C)OC(N[C@@H]1CNC[C@H]1C=1C=NN(C1)C)=O